C(C)OC1C(C1)C(=O)O 2-Ethoxycyclopropanecarboxylic acid